(S)-N-[(R)-[5-chloro-4-ethyl-2-(prop-2-en-1-yloxy)phenyl]([1-[(4R)-2,2-dimethyl-1,3-dioxolane-4-carbonyl]piperidin-4-yl])methyl]-2-methylpropane-2-sulfinamide ClC=1C(=CC(=C(C1)[C@H](N[S@@](=O)C(C)(C)C)C1CCN(CC1)C(=O)[C@@H]1OC(OC1)(C)C)OCC=C)CC